4-(4-(isoquinolin-6-yl)phenoxy)-1H-1,2,3-triazole C1=NC=CC2=CC(=CC=C12)C1=CC=C(OC=2N=NNC2)C=C1